ClC1=C(CC2=NN3C(=NC=4C(=CC=CC4C3=C2)OC)N)C=CC=C1 2-(2-chlorobenzyl)-7-methoxypyrazolo[1,5-c]quinazolin-5-amine